C1(CC1)S(=O)(=O)N[C@@H]1CC[C@H](OC1)CN1CCC2(CN(C2)C2=NC=NC=C2OC2=C(C(=O)N(C(C)C)CC)C=C(C=C2)F)CC1 2-((4-(7-(((2S,5R)-5-(cyclopropanesulfonamido)tetrahydro-2H-pyran-2-yl)methyl)-2,7-diazaspiro[3.5]nonan-2-yl)pyrimidin-5-yl)oxy)-N-ethyl-5-fluoro-N-isopropylbenzamide